FC1=C(C(=CC(=C1)F)OC(C)C)C=1C2=C(C(=NC1C=1C=NN(C1)[C@@H]1CN(CC1)C(C=C)=O)C=1C=C3CNC(C3=CC1)=O)C=CS2 5-[7-(2,4-difluoro-6-isopropoxy-phenyl)-6-[1-[(3S)-1-prop-2-enoylpyrrolidin-3-yl]pyrazol-4-yl]thieno[3,2-c]pyridin-4-yl]isoindolin-1-one